C(#N)C1=NC2=CC(=CC(=C2N=C1O)[C@@H](C)NC1=C(C(=O)OC)C=CC=C1)C methyl (R)-2-((1-(2-cyano-3-hydroxy-7-methylquinoxalin-5-yl) ethyl)amino)benzoate